ClC=1C(=NC(=NC1)NC1=C(C=C(C(=C1)C)C=1C[C@@H](N[C@H](C1)CC)CC)OC(C)C)NC1=C(C=CC=C1)S(=O)(=O)C(C)C 5-chloro-N2-(4-((trans)-2,6-diethyl-1,2,3,6-tetrahydro-pyridin-4-yl)-2-isopropoxy-5-methylphenyl)-N4-(2-(isopropylsulfonyl)phenyl)pyrimidine-2,4-diamine